5-chloro-N-((1r,4r)-4-((3-(4-(2-(dimethylamino)ethoxy)phenyl)-2-oxo-2,3-dihydro-1H-benzo[d]imidazol-1-yl)methyl)cyclohexyl)-2-methylnicotinamide ClC=1C=NC(=C(C(=O)NC2CCC(CC2)CN2C(N(C3=C2C=CC=C3)C3=CC=C(C=C3)OCCN(C)C)=O)C1)C